COC(=O)C1=CC=C(S1)C=CC(=O)O 3-(5-(methoxycarbonyl)thiophen-2-yl)acrylic acid